benzyl 3-(((benzyloxy) carbonyl) amino)-4-hydroxyazepan-1-carboxylate C(C1=CC=CC=C1)OC(=O)NC1CN(CCCC1O)C(=O)OCC1=CC=CC=C1